BrC=1C(=NC2=CC(=CC(=C2C1)[C@H](C)NC1=C(C(=O)O)C=CC=C1)C)C#N (S)-2-((1-(3-bromo-2-cyano-7-methylquinolin-5-yl)ethyl)amino)benzoic acid